1-(2-ethynylphenyl)-4-m-methylphenyl-3-butyn-1-ol C(#C)C1=C(C=CC=C1)C(CC#CC1=CC(=CC=C1)C)O